1-{3-fluoro-4-[4-({[3-(trifluoromethoxy)phenyl]methyl}carbamoyl)-1H-1,2,3-triazol-1-yl]butyl}-N-{[5-(trifluoromethyl)pyridin-3-yl]methyl}-1H-1,2,3-triazole-4-carboxamide FC(CCN1N=NC(=C1)C(=O)NCC=1C=NC=C(C1)C(F)(F)F)CN1N=NC(=C1)C(NCC1=CC(=CC=C1)OC(F)(F)F)=O